C(C)(C)(C)N1N=C(C(=CC1=O)C1=C(C=CC(=C1)Cl)C(C)=O)OCCO Tert-butyl-5-(2-acetyl-5-chlorophenyl)-6-(2-hydroxyethoxy)pyridazin-3(2H)-one